(((4-(N-(5-methylisothiazol-3-yl) sulfamoyl) phenyl) amino) (phenyl) methyl) malonate C(CC(=O)[O-])(=O)OC(C1=CC=CC=C1)NC1=CC=C(C=C1)S(NC1=NSC(=C1)C)(=O)=O